5-(4,6-dihydroxy-3'-(trifluoromethoxy)-[1,1'-biphenyl]-3-yl)-N-ethyl-4-(4-(morpholinomethyl)phenyl)isoxazole-3-carboxamide OC1=C(C=C(C(=C1)O)C1=CC(=CC=C1)OC(F)(F)F)C1=C(C(=NO1)C(=O)NCC)C1=CC=C(C=C1)CN1CCOCC1